3-[[4-(2,6-dimethylphenyl)-6-[(2R)-4-methyl-2-(spiro[2.3]hexan-5-ylamino)pentoxy]pyrimidin-2-yl]sulfamoyl]benzoic acid CC1=C(C(=CC=C1)C)C1=NC(=NC(=C1)OC[C@@H](CC(C)C)NC1CC2(CC2)C1)NS(=O)(=O)C=1C=C(C(=O)O)C=CC1